CN(CCCNC(=O)C1CCN(CC1)C1=NN=C(C=2C1=NN(C2C2=CC=CC=C2)C2=CC=C(C=C2)C)C)C N-(3-(dimethylamino)propyl)-1-(4-methyl-3-phenyl-2-(p-tolyl)-2H-pyrazolo[3,4-d]pyridazin-7-yl)piperidine-4-carboxamide